isopropyl 2-((4-((2-(dimethylamino)ethyl)(methyl)amino)-2-methoxy-5-nitrophenyl)amino)-4-(3,3,5-Trimethyl-2,3-dihydro-1H-pyrrolo[3,2-b]pyridin-1-yl)pyrimidine-5-carboxylate CN(CCN(C1=CC(=C(C=C1[N+](=O)[O-])NC1=NC=C(C(=N1)N1CC(C2=NC(=CC=C21)C)(C)C)C(=O)OC(C)C)OC)C)C